4-(1H-1,2,3-triazol-4-yl)benzenamine N1N=NC(=C1)C1=CC=C(C=C1)N